COC1=CC=C(CC2NCCC=3CCCCC23)C=C1 (+)-p-methoxybenzyl-1,2,3,4,5,6,7,8-octahydroisoquinoline